COC=1C(=CC(=NC1)[C@@H](C)NC(=O)N)C1=CC=2N(C(=N1)SC)N=CN2 1-((R)-1-(5-methoxy-4-(5-(methylthio)-[1,2,4]triazolo[1,5-c]pyrimidin-7-yl)pyridin-2-yl)ethyl)urea